C(C)(C)(C)N(C(=O)OCC1=C(C=C(C=C1)C1=CC=CC=C1)N1C[C@H](CC1)OC1=NC=C(C=C1)C(F)(F)F)C1(COC1)C1=C(N=C(N1C)C)Br (S)-(3-(3-(5-(trifluoromethyl)pyridin-2-yloxy)pyrrolidin-1-yl)biphenyl-4-yl)methanol tert-butyl-(3-(4-bromo-1,2-dimethyl-1H-imidazol-5-yl)oxetan-3-yl)carbamate